[3-[(3-methyl-2-oxo-1H-benzoimidazol-4-yl)methyl]cyclobutyl]piperazine-1-carboxylic acid tert-butyl ester C(C)(C)(C)OC(=O)N1C(CNCC1)C1CC(C1)CC1=CC=CC=2NC(N(C21)C)=O